The molecule is a D-glucopyranose 6-phosphate where alpha-D-glucose is the sugar component. It has a role as a mouse metabolite. It derives from an alpha-D-glucose. It is a conjugate acid of an alpha-D-glucose 6-phosphate(2-). C([C@@H]1[C@H]([C@@H]([C@H]([C@H](O1)O)O)O)O)OP(=O)(O)O